C(C1=CC=CC=C1)(C1=CC=CC=C1)N1CCC2(CCN(C2)CC2=C3CN(C(C3=CC=C2)=O)C2C(NC(CC2)=O)=O)CC1 3-(4-((8-benzhydryl-2,8-diazaspiro[4.5]decan-2-yl)methyl)-1-oxoisoindolin-2-yl)piperidine-2,6-dione